tert-butyl N-[(2R)-3-(2,4-dichlorophenyl)-1-oxo-1-[5-(pyridazin-3-yl)-2,3-dihydro-1H-isoindol-2-yl]propan-2-yl]carbamate ClC1=C(C=CC(=C1)Cl)C[C@H](C(N1CC2=CC=C(C=C2C1)C=1N=NC=CC1)=O)NC(OC(C)(C)C)=O